C(C)OC(=O)C1=CN(C2=NC(=CC(=C2C1=O)C)Cl)C1=NC(=NS1)COCCOC 7-chloro-1-{3-[(2-methoxyethoxy)methyl]-1,2,4-thiadiazol-5-yl}-5-methyl-4-oxo-1,4-dihydro-1,8-naphthyridine-3-carboxylic acid ethyl ester